2-bromo-2,2-difluoroethyl acetate C(C)(=O)OCC(F)(F)Br